BrC1=CC=C(C(=O)OC(C)C)C=C1 isopropyl 4-bromobenzoate